FC1=CC(=C(C=C1)NC=1C(=NC(=CN1)C(F)(F)F)C(=O)NC=1C(=NC(=CC1)OC)C)C 3-((4-fluoro-2-methylphenyl)-amino)-N-(6-methoxy-2-methylpyridin-3-yl)-6-(tri-fluoromethyl)-pyrazine-2-carboxamide